C(C)(=O)NC1=C(OCC=2N=NN(C2)CC2=CC=C(C=C2)NC(=O)C(C(=O)OC)CC(C)C)C=CC=C1 Methyl 2-[[4-[[4-[(2-acetamidophenoxy)methyl]triazol-1-yl]methyl]phenyl]carbamoyl]-4-methyl-pentanoate